1,5-diphenyl-1,4-pentadiene-3-one C1(=CC=CC=C1)C=CC(C=CC1=CC=CC=C1)=O